[C@H]12CCC#CCC[C@@H]2C1COC(=O)NCC(C(=O)[O-])C 3-(((((1R,8S,9s)-bicyclo[6.1.0]non-4-yn-9-yl) methoxy) carbonyl) amino)-2-methylpropionate